C(CCCCCCCCCCCCCCC(C)C)C1C(=O)OC(C1)=O Isooctadecyl-succinic anhydride